ClC=1C=NC(=NC1)N1CC(OC(C1)C(F)(F)F)(C)C 5-chloro-2-(2,2-dimethyl-6-(trifluoromethyl)morpholino)pyrimidin